4-[[2-(5-chloro-2-methoxy-phenyl)acetyl]amino]-N-(1-cyano-1,2-dimethyl-propyl)pyridine-2-carboxamide aluminum [Al].ClC=1C=CC(=C(C1)CC(=O)NC1=CC(=NC=C1)C(=O)NC(C(C)C)(C)C#N)OC